(2S,3S)-3-methyl-4-oxo-1-(6-oxo-5-(trifluoromethyl)-1,6-dihydropyridazin-4-yl)azetidin C[C@H]1CN(C1=O)C=1C=NNC(C1C(F)(F)F)=O